3-(6-chloro-5-(trifluoromethyl)-1H-benzo[d]imidazol-2-yl)-N,N-diisopropylpropanamide ClC=1C(=CC2=C(NC(=N2)CCC(=O)N(C(C)C)C(C)C)C1)C(F)(F)F